C(C)(=O)C1=NC=CN=C1CC 2-acetyl-3-ethylpyrazine